NC=1S[C@@](C[C@@](N1)(C)C1=C(C=CC(=C1)\C=C(\C1=NC=C(N=C1)OCC#C)/F)F)(C(=O)NCC(F)F)C (4S,6S)-2-Amino-N-(2,2-difluoroethyl)-4-(2-fluoro-5-((Z)-2-fluoro-2-(5-(prop-2-yn-1-yloxy)pyrazin-2-yl)vinyl)phenyl)-4,6-dimethyl-5,6-dihydro-4H-1,3-thiazin-6-carboxamid